SC=1OC(C2=C(N1)C=C(C=C2)OC)=O 2-mercapto-7-methoxy-4H-benzo[d][1,3]oxazin-4-one